6-((4-(hydroxymethyl)phenyl)amino)-5-nitronicotinamide OCC1=CC=C(C=C1)NC1=NC=C(C(=O)N)C=C1[N+](=O)[O-]